ClC=1N=C2C3=C(N=C(N=C3C1F)SC)N([C@@H]1[C@H](O2)CC1)CC=1C(=NC=CC1)NC(OC(C)(C)C)=O tert-Butyl (3-(((cis)-5-chloro-4-fluoro-2-(methylthio)-7a,8,9,9a-tetrahydro-10H-7-oxa-1,3,6,10-tetraazacyclobuta[5,6]cyclohepta[1,2,3-de]naphthalen-10-yl)methyl)pyridin-2-yl)carbamate